4-(benzyloxy)-2-((2R,3S,4S,5R)-3-(3,4-difluoro-2-methoxyphenyl)-4,5-dimethyl-5-(trifluoromethyl)tetrahydrofuran-2-yl)quinoline C(C1=CC=CC=C1)OC1=CC(=NC2=CC=CC=C12)[C@@H]1O[C@]([C@H]([C@H]1C1=C(C(=C(C=C1)F)F)OC)C)(C(F)(F)F)C